4-[5-(2-aminoethyl)pyridin-2-yl]-3-(6-phenylpyridazin-4-yl)oxybenzonitrile NCCC=1C=CC(=NC1)C1=C(C=C(C#N)C=C1)OC1=CN=NC(=C1)C1=CC=CC=C1